tert-butyl (3s,5r)-4-((1-(3-(2,6-bis(benzyloxy) pyridin-3-yl)-1-methyl-1H-indazol-7-yl) piperidin-4-yl) methyl)-3,5-dimethylpiperazine-1-carboxylate C(C1=CC=CC=C1)OC1=NC(=CC=C1C1=NN(C2=C(C=CC=C12)N1CCC(CC1)CN1[C@H](CN(C[C@H]1C)C(=O)OC(C)(C)C)C)C)OCC1=CC=CC=C1